3-[[4-(2,6-dimethylphenyl)-6-[(2R)-3-(1-methylcyclopropyl)-2-[[6-(1-methylcyclopropyl)furo[2,3-b]pyrazin-2-yl]methylamino]propoxy]pyrimidin-2-yl]sulfamoyl]benzoic acid CC1=C(C(=CC=C1)C)C1=NC(=NC(=C1)OC[C@@H](CC1(CC1)C)NCC=1N=C2C(=NC1)OC(=C2)C2(CC2)C)NS(=O)(=O)C=2C=C(C(=O)O)C=CC2